C1(=CC=C(C=C1)C(=O)[O-])C1=CC=C(C=C1)C1=CC=C(C=C1)C(=O)[O-] p-terphenyl-4,4''-dicarboxylate